FC1=CC=C(C=C1)C(CC(C=O)C)(CC=C(C)C)C 4-(4-fluorophenyl)-2,4,7-trimethyloct-6-enal